vinylphenyl-carboxylic acid C(=C)C1=C(C=CC=C1)C(=O)O